C(C1=CC=CC=C1)OC1CC2(COC(C3=CC=CC=C23)C)CCC1 3-(benzyloxy)-1'-methyl-spiro[cyclohexane-1,4'-isochromane]